C(C)(C)(C)OC(=O)N1CC2=CC(=CC=C2C(C1)=O)Br 7-bromo-4-oxo-3,4-dihydroisoquinoline-2(1H)-carboxylic acid tert-butyl ester